C(C)(C)(C)OC(=O)N1[C@@H](CCC1)C(=O)N1CCC(CC1)C(NC1=CC(=CC=C1)F)=O (S)-2-(4-((3-fluorophenyl)carbamoyl)piperidine-1-carbonyl)pyrrolidine-1-carboxylic acid tert-butyl ester